(2R,3R)-3-(3-(2,4-difluorophenyl)isoxazol-5-yl)-2-(2,4-difluorophenyl)-1-(1H-tetrazol-1-yl)butan-2-ol neopentyl-2,5-furandicarboxylate C(C(C)(C)C)C1=C(OC(=C1)C(=O)O)C(=O)O.FC1=C(C=CC(=C1)F)C1=NOC(=C1)[C@@H]([C@@](CN1N=NN=C1)(O)C1=C(C=C(C=C1)F)F)C